silver-copper-silver [Ag].[Cu].[Ag]